N(CCN1C(C=CC1=O)=O)(CCN1C(C=CC1=O)=O)CCN1C(C=CC1=O)=O N,N',N''-[nitrilotris(ethylene)]trismaleimide